O1COC2=C1C=CC(=C2)N(C(C2=CC(=CC=C2)N2N=C(C=C2CC(C)C)C(F)(F)F)=O)C N-(1,3-benzodioxol-5-yl)-3-[5-isobutyl-3-(trifluoromethyl)pyrazol-1-yl]-N-methyl-benzamide